4-(1-cyanocyclobutyl)picolinic acid C(#N)C1(CCC1)C1=CC(=NC=C1)C(=O)O